C1=CC=CC=2C3=CC=CC=C3C(C12)COC(=O)N[C@@H](C(C)C)C(=O)ON1C(CCC1=O)=O 2,5-dioxopyrrolidin-1-yl (((9H-fluoren-9-yl)methoxy)carbonyl)-L-valinate